C(C1=CC=CC=C1)OC1=C(C(=C(C(=C1)Br)C[C@H](CO[Si](C(C)C)(C(C)C)C(C)C)NC(OC(C)(C)C)=O)F)NC(C(F)(F)F)=O tert-butyl [(2R)-1-[4-(benzyloxy)-6-bromo-2-fluoro-3-(2,2,2-trifluoroacetamido)phenyl]-3-{[tri(propan-2-yl)silyl]oxy}propan-2-yl]carbamate